FC(C(=O)O)(F)F.NC1=NN2C(N=CC=C2)=C1C(=O)NCC=1C=C(C=2N(C1N1CC(S(CC1)(=O)=O)(C)C)C=NC2Cl)Cl 2-Amino-N-((1,8-dichloro-5-(2,2-dimethyl-1,1-dioxidothiomorpholino)imidazo[1,5-a]pyridin-6-yl)methyl)pyrazolo[1,5-a]pyrimidine-3-carboxamide trifluoroacetate salt